ClC=1C=C(NC(C)C2=CC=C(S2)C(=O)N[C@H](C(=O)NC2CC2)CC2CCCC2)C=CC1 5-[1-(3-chloroanilino)ethyl]-N-[(1S)-1-(cyclopentylmethyl)-2-(cyclopropylamino)-2-oxo-ethyl]thiophene-2-carboxamide